BrC1=CC=C(OCC(COC(C)C2OC2)O)C=C1 1-(4-bromophenoxy)-3-(1-(oxiran-2-yl)ethoxy)propan-2-ol